2,2-bis-hydroxymethylbutanol OCC(CO)(CC)CO